phenyl-5-methyl-N4-(2-oxo-2,3-dihydro-1,3-benzoxazol-5-yl)-2,4-pyrimidinediamine C1(=CC=CC=C1)C1=C(C(=NC(=N1)N)NC=1C=CC2=C(NC(O2)=O)C1)C